C(#N)CC(=O)N1C[C@@H]([C@@H](CC1)C)N(C=1C2=C(N=CN1)N(C=C2)C(OC2CCNCC2)=S)C O-(piperidin-4-yl) 4-(((3R,4R)-1-(2-cyanoacetyl)-4-methylpiperidin-3-yl) (methyl) amino)-7H-pyrrolo[2,3-d]pyrimidine-7-carbothioate